C(C)OC(CC(=O)C1=C(C=C(C=C1)OC)C([2H])([2H])OC)=O 3-(4-methoxy-2-(methoxymethyl-d2)phenyl)-3-oxopropionic acid ethyl ester